C(C)(=O)N1C[C@@H]([C@@H](C1)NC=1N=CC2=C(N1)C(=NC(=C2)C2=C(C(=CC(=C2Cl)OC)OC)Cl)NC2COCC2)NC(C=C)=O N-((3S,4R)-1-acetyl-4-((6-(2,6-dichloro-3,5-dimethoxyphenyl)-8-((tetrahydrofuran-3-yl)amino)pyrido[3,4-d]pyrimidin-2-yl)amino)pyrrolidin-3-yl)acrylamide